FC(C1=CC=C(C(=N1)OC)[C@H]1[C@@H](O[C@]([C@@H]1C)(C(F)(F)F)C)C(=O)NC1=CC(=NC=C1)C(=O)N)F (2R,3S,4R,5R)-4-[[3-[6-(Difluoromethyl)-2-methoxy-3-pyridyl]-4,5-dimethyl-5-(trifluoromethyl)tetrahydrofuran-2-carbonyl]amino]pyridin-2-carboxamid